FC1=CC2=C(N(C(=N2)N2C[C@H]([C@@H](CC2)F)N)CC2=C3C=NN(C3=CC=C2)C)C=C1F (3R,4R)-1-(5,6-Difluoro-1-((1-methyl-1H-indazol-4-yl)methyl)-1H-benzimidazol-2-yl)-4-fluoro-3-piperidinamin